C(C#C)N1CCN(CC1)CCCOC=1C=C2C=CN(C2=CC1)S(=O)(=O)C1=CC=C(C(=O)N(N)CCC)C=C1 4-((5-(3-(4-(Prop-2-yn-1-yl)piperazin-1-yl)propoxy)-1H-indol-1-yl)sulfonyl)-N-propylbenzohydrazide